N=1C=CN2C1C=CC(=C2)C2=CN(C1=NC=C(N=C12)C1=CC=C(C=C1)N1CCN(CC1)C)S(=O)(=O)C1=CC=C(C)C=C1 7-(imidazo[1,2-a]pyridin-6-yl)-2-(4-(4-Methylpiperazin-1-yl)phenyl)-5-tosyl-5H-pyrrolo[2,3-b]pyrazine